FC1=C(N)C=CC(=C1OCC=1C=C2C(=NC1)N(N=C2)COCC[Si](C)(C)C)F 2,4-difluoro-3-[(1-[[2-(trimethylsilyl)ethoxy]methyl]pyrazolo[3,4-b]pyridin-5-yl)methoxy]aniline